3,5,5-trimethyl-2-cyclohexene-1,4-dione CC1=CC(CC(C1=O)(C)C)=O